C(=C)OCCC1=C(C(=C(C(=C1C(=O)[O-])CCOC=C)C(=O)[O-])CCOC=C)C(=O)[O-] tris[2-(vinyloxy)ethyl]1,3,5-benzenetricarboxylate